ClC1=C(C=O)C=CC(=C1)OC1=C(C=CC=C1OC)F 2-chloro-4-(2-fluoro-6-methoxyphenoxy)benzaldehyde